OC1=C(C(=CC(=C1)C)C)N1N=C2N=C(NC(C2=C1)=O)C(C)OC 2-(2-hydroxy-4,6-dimethylphenyl)-6-(1-methoxyethyl)-2,5-dihydro-4H-pyrazolo[3,4-d]pyrimidin-4-one